5-(3-(4,6-diphenyl-1,3,5-triazin-2-yl)phenyl)-5H-benzofuro[3,2-c]carbazole C1(=CC=CC=C1)C1=NC(=NC(=N1)C1=CC=CC=C1)C=1C=C(C=CC1)N1C2=CC=CC=C2C=2C3=C(C=CC12)C1=C(O3)C=CC=C1